(S)-1-((4R,5'S)-5'-carbamoyl-2-oxo-1,2-dihydrospiro[benzo[d][1,3]oxazine-4,3'-pyrrolidin]-1'-yl)-4-methyl-1-oxopentan C(N)(=O)[C@@H]1C[C@]2(CN1C(CCC(C)C)=O)C1=C(NC(O2)=O)C=CC=C1